vinylpyrrolidone dimethylaminoethyl-methacrylate CN(C)CCOC(C(=C)C)=O.C(=C)N1C(CCC1)=O